5-(phenylmethyl)-N-[(3S)-1,2,3,4-tetrahydro-7-methyl-2-oxopyrido[2,3-b][1,4]oxazepin-3-yl]-3-isoxazolecarboxamide C1(=CC=CC=C1)CC1=CC(=NO1)C(=O)N[C@@H]1C(NC2=C(OC1)N=C(C=C2)C)=O